BrCC=1C(=NC(=CC1)I)C(=O)OC methyl 3-(bromomethyl)-6-iodopicolinate